ClC1=C(CNC(=O)[C@H]2N(C(CC2)=O)C(=O)NC2=C(C=C(C=C2)Cl)Cl)C=CC(=C1)Cl (S)-N2-(2,4-dichlorobenzyl)-N1-(2,4-dichlorophenyl)-5-oxopyrrolidine-1,2-dicarboxamide